BrC1=CC=C(C=C1)C=1OC=2C(C1C1=CC=C(C=C1)Br)=C(C=C(C2)C)C(=O)O 2,3-bis(4-bromophenyl)-6-methylbenzofuran-4-carboxylic acid